CS(=O)(=O)N1CCC(CC1)OC=1C2=C(N=CN1)C=CS2 4-((1-(methylsulfonyl)piperidin-4-yl)oxy)thieno[3,2-d]pyrimidine